tert-butyl 2-methyl-2-piperazin-1-yl-7-azaspiro[3.5]nonane-7-carboxylate CC1(CC2(C1)CCN(CC2)C(=O)OC(C)(C)C)N2CCNCC2